CNC1=NC(=NC2=CC=C(C=C12)C1=CC(=CC=C1)NC(C=C)=O)C(=O)N 4-(methylamino)-6-[3-(prop-2-enamido)phenyl]quinazoline-2-carboxamide